O.P(=O)([O-])([O-])[O-].[Mn+2].[Fe+2] iron-manganese phosphate hydrate